ClC1=C(C#N)C=CC(=C1)N1C=NC2=C1C(OCC2)=O 2-chloro-4-{4-oxo-3H,4H,6H,7H-pyrano[3,4-d]imidazol-3-yl}benzonitrile